1-(4-Amino-5-((2-chloroethyl)thio)-2-methoxyphenyl)-6-chloro-1H-pyrazolo[4,3-c]pyridine-3-carboxylic acid methyl ester COC(=O)C1=NN(C2=C1C=NC(=C2)Cl)C2=C(C=C(C(=C2)SCCCl)N)OC